(S)-N-(4-(1H-indazol-4-yl)pyridin-2-yl)-1-cyanopyrrolidine-3-carboxamide N1N=CC2=C(C=CC=C12)C1=CC(=NC=C1)NC(=O)[C@@H]1CN(CC1)C#N